tert-butyl N-[3-fluoro-1-[5-methoxy-1-[1-[(4-methoxyphenyl)methyl]-2,6-dioxo-3-piperidyl]-3-methyl-2-oxo-benzimidazol-4-yl]-4-piperidyl]-N-methyl-carbamate FC1CN(CCC1N(C(OC(C)(C)C)=O)C)C1=C(C=CC=2N(C(N(C21)C)=O)C2C(N(C(CC2)=O)CC2=CC=C(C=C2)OC)=O)OC